C/C=C\\1/[C@H](C(=O)N/C1=C\\C2=C(C(=C(N2)/C=C\\3/C(=C(/C(=C/C4=NC(=O)C(=C4C)C=C)/N3)C)CCC(=O)[O-])CCC(=O)[O-])C)C The molecule is dicarboxylate anion of (3Z)-phytochromobilin. It is a linear tetrapyrrole anion and a dicarboxylic acid dianion. It is a conjugate base of a (3Z)-phytochromobilin.